N-(3-{[(3S)-3-aminopiperidin-1-yl]methyl}-5-(4-methyl-1H-imidazol-1-yl)phenyl)-4-(1,3-benzothiazol-5-yl)pyridine-2-carboxamide N[C@@H]1CN(CCC1)CC=1C=C(C=C(C1)N1C=NC(=C1)C)NC(=O)C1=NC=CC(=C1)C=1C=CC2=C(N=CS2)C1